C(C(=C)C)(=O)OCC1CC2C(CC1)O2 3,4-Epoxycyclohexylmethyl methacrylat